CC(C)(OC(=O)NCCOC(OCCl)=O)C carbonic acid chloromethyl 2-[[(1,1-dimethylethoxy)carbonyl]amino]ethyl ester